6-chloro-5-nitro-N-(pyrimidin-2-ylmethyl)pyrimidin-4-amine ClC1=C(C(=NC=N1)NCC1=NC=CC=N1)[N+](=O)[O-]